C1(CC1)C1=NN2C(N(C([C@@H](CC2)C2=NC(=NN2)C(=O)N)=O)C)=C1 |r| rac-(6S)-2-cyclopropyl-4-methyl-5-oxo-7,8-dihydro-6H-pyrazolo[1,5-a][1,3]diazepin-6-yl-1,2,4-triazole-3-carboxamide